N-(4-tert-butyl-1-oxophthalazin-2(1H)-yl)-2-(4-chlorophenyl)acetamide C(C)(C)(C)C1=NN(C(C2=CC=CC=C12)=O)NC(CC1=CC=C(C=C1)Cl)=O